2-Ethyl 2-(3-methoxyisoxazol-5-yl)acetate COC1=NOC(=C1)CC(=O)OCC